(5-((3-(8-(((3S,4R)-3-fluoro-1-methylpiperidin-4-yl)amino)-3-((trifluoromethyl)thio)imidazo[1,2-a]pyridin-2-yl)prop-2-yn-1-yl)amino)-4-methoxypyridin-2-yl)dimethylphosphine oxide F[C@H]1CN(CC[C@H]1NC=1C=2N(C=CC1)C(=C(N2)C#CCNC=2C(=CC(=NC2)P(C)(C)=O)OC)SC(F)(F)F)C